C(=C)C1=C(CCCC1(C)C)C 2-vinyl-1,3,3-trimethyl-cyclohexene